7-{[3-(hydroxymethyl)azetidin-1-yl]carbonyl}-3-[4-(trifluoromethyl)phenyl]-2,3-dihydro-1H-imidazo[4,5-b]pyridin-2-one OCC1CN(C1)C(=O)C1=C2C(=NC=C1)N(C(N2)=O)C2=CC=C(C=C2)C(F)(F)F